C(CCC)OC([O-])=O.C(CCC)[N+](CCCC)(CCCC)CCCC tetra-n-butyl-ammonium monobutyl-carbonate